1,2,3-triacetylglycerol C(C)(=O)OCC(OC(C)=O)COC(C)=O